tert-butyl 3-[2-[2-[3-[2-(2,6-dioxo-3-piperidyl)-1,3-dioxo-isoindolin-4-yl]prop-2-ynoxy]ethoxy]ethoxy]propanoate O=C1NC(CCC1N1C(C2=CC=CC(=C2C1=O)C#CCOCCOCCOCCC(=O)OC(C)(C)C)=O)=O